BrC=1C=CC2=C(N=C(S2)C2[C@H]3CN(C[C@@H]23)C)C1 5-bromo-2-((1R,5S,6s)-3-methyl-3-azabicyclo[3.1.0]hexan-6-yl)benzo[d]thiazole